FC1=CC=C(OC2=CC=C(C=C2)CN2C(C[C@@H]([C@@H]2C)O)=O)C=C1 (4S,5S)-1-{[4-(4-fluorophenoxy)phenyl]methyl}-4-hydroxy-5-methylpyrrolidin-2-one